4-{[2-{4-[5-chloro-2-(1H-tetrazol-1-yl)phenyl]-5-methoxy-2-oxopyridin-1(2H)-yl}pentanoyl]amino}benzoic acid ClC=1C=CC(=C(C1)C1=CC(N(C=C1OC)C(C(=O)NC1=CC=C(C(=O)O)C=C1)CCC)=O)N1N=NN=C1